COC=1C=C(C=CC1)C(C(C(CC)=O)C)=O 1-(3-methoxyphenyl)-2-methylpentane-1,3-dione